C(#N)C1=CC=C(OC(C(=O)NC=2SC3=C(N2)C=CC(=C3)N3CCOCC3)C3=CC=C(C=C3)S(=O)(=O)CC)C=C1 2-(4-Cyano-phenoxy)-2-(4-ethanesulfonyl-phenyl)-N-(6-morpholin-4-yl-benzothiazol-2-yl)-acetamide